BrC1=C(C=C(C=C1)S(=O)(=O)N1CCC(CC1)(C)NC(CCl)=O)F N-(1-((4-Bromo-3-fluorophenyl)sulfonyl)-4-methylpiperidin-4-yl)-2-chloroacetamide